3-Amino-6-cyclopentyl-4-(6,7-difluoro-1H-indazol-4-yl)-1H-1,7-phenanthrolin-2-one NC=1C(NC2=C3C=CC=NC3=C(C=C2C1C1=C2C=NNC2=C(C(=C1)F)F)C1CCCC1)=O